C1(=CC=CC=C1)C=CC1=NC2=C(N1)C=CC=C2 2-(2-phenylvinyl)-1H-benzimidazole